NC1=NC=CC(=C1Cl)OC1=C(C=C(C=C1)NC(=O)C=1C=NN(C1CC)C1=CC=NC=C1)F N-(4-((2-amino-3-chloropyridine-4-yl)oxy)-3-fluorophenyl)-5-ethyl-1-(pyridin-4-yl)-1H-pyrazole-4-carboxamide